COC1=NC=2CCCCC2C=C1C(=O)NC(CC1=CC=CC=C1)(C)C 2-methoxy-N-(2-methyl-1-phenylpropan-2-yl)-5,6,7,8-tetrahydroquinoline-3-carboxamide